2-(2-Chlorophenyl)-N-[4-(5-cyanopyridin-3-yl)-3-{[(dimethylamino)methylene]sulfamoyl}phenyl]acetamide ClC1=C(C=CC=C1)CC(=O)NC1=CC(=C(C=C1)C=1C=NC=C(C1)C#N)S(N=CN(C)C)(=O)=O